ClC=1C=C(C=C(C1OC1=C2C=3C(C(NC3C=C1)=O)(CCC2)C)Cl)NCC2=NOC(N2)=O (((3,5-dichloro-4-((2a-methyl-2-oxo-1,2,2a,3,4,5-hexahydrobenzo[cd]indol-6-yl)oxy)phenyl)amino)methyl)-1,2,4-oxadiazol-5(4H)-one